C(C)(C)(C)C=1C=C(C=C(C1OCCOCCOCCOCCOCC#C)C(C)(C)C)NC1=NC(=NC(=N1)S)S 6-(3,5-di-tert-butyl-4-(2-(2-(2-(2-(2-propyn-1-yloxy)ethoxy)ethyloxy)ethoxy)ethoxy)-phenylamino)-1,3,5-triazine-2,4-dithiol